2,6-dinitro-4-phenoxyl-aniline [N+](=O)([O-])C1=C(N)C(=CC(=C1)OC1=CC=CC=C1)[N+](=O)[O-]